1-((5aS,6R,11bR)-14-(cyclopropylmethyl)-5a,10-dihydroxy-1,2,5,5a,6,7-hexahydro-6,11b-(epiminoethano)naphtho[1,2-d]azepin-3(4H)-yl)-2-(4-methyl-1H-pyrazol-1-yl)ethan-1-one C1(CC1)CN1CC[C@]23CCN(CC[C@]2([C@H]1CC1=CC=C(C=C13)O)O)C(CN1N=CC(=C1)C)=O